C(C)(=O)OC1=CC=C(C=C1)CC(=O)N1C(OC(C2=C1C=C(C=C2)OC)=O)=O 1-(4-Acetoxyphenylacetyl)-7-methoxy-2H-benzo[d][1,3]Oxazine-2,4(1H)-dione